2-(1,3-Dioxolan-2-yl)-6-(2-morpholinoethoxy)pyridin-3-ol O1C(OCC1)C1=NC(=CC=C1O)OCCN1CCOCC1